ClC1=C(CNC(CN2N=C(C=CC2=O)C2=CC=C(C=C2)OC(C)C)=O)C=CC=C1 N-(2-chlorobenzyl)-2-(3-(4-isopropoxyphenyl)-6-oxopyridazin-1(6H)-yl)acetamide